5-bromo-3-(ethylsulfanyl)pyridine-2-carbonitrile BrC=1C=C(C(=NC1)C#N)SCC